2-(2-(triisopropylsilyl)ethynyl)-5H,6H,7H-pyrrolo[1,2-a]imidazole C(C)(C)[Si](C#CC=1N=C2N(C1)CCC2)(C(C)C)C(C)C